6-[(2S)-2-aminopropyl]-2-chloro-7-methyl-N-[(4-methyl-1,3-thiazol-2-yl)methyl]thieno[3,2-d]pyrimidin-4-amine dihydrochloride Cl.Cl.N[C@H](CC1=C(C=2N=C(N=C(C2S1)NCC=1SC=C(N1)C)Cl)C)C